octanedioic acid divinyl ester C(=C)OC(CCCCCCC(=O)OC=C)=O